1-phenyl-benzopyrrolidine C1(=CC=CC=C1)N1CCC2=C1C=CC=C2